ethyl (Z)-6-(4-fluorophenyl)-2-hydroxy-4-oxohex-2-enoate (ethyl (Z)-6-(4-fluorophenyl)-2-hydroxy-4-oxohex-2-enoate) C(C)/C(=C(\C(=O)O)/O)/C(CCC1=CC=C(C=C1)F)=O.FC1=CC=C(C=C1)CCC(\C=C(\C(=O)OCC)/O)=O